p-di-(tert-butylperoxyisopropyl)benzene zinc carbon [C].[Zn].C(C)(C)(C)OOC(C)(C)C1=CC=C(C=C1)C(C)(C)OOC(C)(C)C